C12C(C3CC(CC(C1)C3)C2)NCCN(C)CC2=NN(C(=C2C)C2=CC=C(C=C2)Cl)C2=C(C=C(C=C2)Cl)Cl N1-((1r,3r,5r,7r)-adamantan-2-yl)-N2-((5-(4-chlorophenyl)-1-(2,4-dichlorophenyl)-4-methyl-1H-pyrazol-3-yl)methyl)-N2-methylethane-1,2-diamine